CC(C)(CC(C)(C)C)C1=CC=C(OCC)C=C1 2-(4-(2,4,4-trimethylpentane-2-yl)phenoxy)ethane